FC1=C(OC=2N=CC(=NC2)NC(C(=C)N2CC(N(CC2)C(=O)[C@@]2(CC=3N(CC2)N=CN3)O)(C)C)=O)C=CC(=C1)F (S)-N-(5-(2,4-difluorophenoxy)pyrazin-2-yl)-2-(4-((R)-7-hydroxy-5,6,7,8-tetrahydro-[1,2,4]triazolo[1,5-a]pyridine-7-carbonyl)-3,3-dimethylpiperazin-1-yl)propenamide